NC1=C(C(=NN1[C@H](C(F)(F)F)C)C1=CC=C(C=C1)CNC(C1=C(C=CC(=C1)F)OC)=O)C#N N-[[4-[5-amino-4-cyano-1-[(1S)-2,2,2-trifluoro-1-methyl-ethyl]pyrazol-3-yl]phenyl]methyl]-5-fluoro-2-meth-oxy-benzamide